C(C)(C)(C)OC(=O)N1C[C@H]([C@H]([C@H](C1)O)N=[N+]=[N-])N=[N+]=[N-] |r| rac-(3R,4R,5S)-3,4-diazido-5-hydroxypiperidine-1-carboxylic acid tert-butyl ester